C1(CC1)[C@H]1CN(CCN1)C=1N=NC(=CN1)C1=C(C=C(C=C1)C=1C=NN(C1)CC)O 2-{3-[(3S)-3-cyclopropylpiperazin-1-yl]-1,2,4-triazin-6-yl}-5-(1-ethyl-1H-pyrazol-4-yl)phenol